ClC1=CC(NC=C1)=O 4-Chloropyridone